(7S)-2-(((1-(4-fluoro-2-hydroxyphenylmethyl)-1H-pyrazol-4-yl)methyl)amino)-4,7,8-trimethyl-7,8-dihydropteridin-6(5H)-one FC1=CC(=C(C=C1)CN1N=CC(=C1)CNC1=NC=2N([C@H](C(NC2C(=N1)C)=O)C)C)O